N-[2-(2,2-difluoroethyl)-3-fluorophenyl]-4-({[3-(2-methoxyethoxy)pyridin-4-yl]methyl}amino)-2-oxo-1,2,5,6-tetrahydropyridine-3-carbothioamide FC(CC1=C(C=CC=C1F)NC(=S)C=1C(NCCC1NCC1=C(C=NC=C1)OCCOC)=O)F